FC1=CC(=CC=2N(C=NC21)C)C(=O)NOCCO 4-fluoro-N-(2-hydroxyethoxy)-1-methyl-1H-benzo[d]imidazole-6-carboxamide